C(C)OC1=NC=CC=C1C1=C(C2=C(N=C1)N(N=C2C(C)C)C)NCC2=NC=CC(=C2)OC (2-ethoxy-3-pyridyl)-3-isopropyl-N-[(4-methoxy-2-pyridyl)methyl]-1-methyl-pyrazolo[3,4-b]pyridin-4-amine